tert-butyldimethyl-(2-(4-(4,4,5,5-tetramethyl-1,3,2-dioxaborolan-2-yl)phenoxy)ethoxy)silane C(C)(C)(C)[Si](OCCOC1=CC=C(C=C1)B1OC(C(O1)(C)C)(C)C)(C)C